C(#N)C1=C(SC=C1)C=1SC=CC1 cyano-bithiophene